CC=1C(=CC2=C(N=CS2)C1)C 5,6-dimethylbenzothiazole